(Z)-1-(cyclooct-3-en-1-yl)propan-1-ol C1(C\C=C/CCCC1)C(CC)O